C(C)OC(=O)C=1N=C(SC1CC(CO[Si](C(C)C)(C(C)C)C(C)C)OC)NC 5-(2-methoxy-3-{[tris(prop-2-yl)silyl]oxy}propyl)-2-(methylamino)-1,3-thiazole-4-carboxylic acid ethyl ester